ClC1=CC(=NC=C1)N1C=C(C2=C1N=CN=C2N2C[C@H](N(C[C@@H]2C)C(=O)OC(C)(C)C)C)I tert-butyl (2R,5S)-4-(7-(4-chloropyridin-2-yl)-5-iodo-7H-pyrrolo[2,3-d]pyrimidin-4-yl)-2,5-dimethylpiperazine-1-carboxylate